2-(((1r,4r)-4-(((4-ethoxyphenyl)(4-fluorophenyl)carbamoyl-oxy)methyl)cyclohexyl)methoxy)acetic acid C(C)OC1=CC=C(C=C1)N(C(=O)OCC1CCC(CC1)COCC(=O)O)C1=CC=C(C=C1)F